4,5-DICHLORo-2-OCTYLISOTHIAZOL-3(2H)-ON ClC=1C(N(SC1Cl)CCCCCCCC)=O